(R)-4-((5-acetyl-4,5,6,7-tetrahydropyrazolo[1,5-a]pyrazin-3-yl)methyl)-1-methyl-N-(1-methylcyclopropyl)-5-oxo-1,2,4,5-tetrahydroimidazo[1,2-a]quinazoline-7-sulfonamide C(C)(=O)N1CC=2N(CC1)N=CC2CN2C=1N(C3=CC=C(C=C3C2=O)S(=O)(=O)NC2(CC2)C)[C@@H](CN1)C